C(C)(=O)O[C@H]1[C@H]2N(C(C3=C(N1C(=O)OCC(Cl)(Cl)Cl)C=C(C(=C3)OC)OCCCBr)=O)C=C(C2)C2=CC=C(C=C2)OC 2,2,2-trichloroethyl (11S,11aS)-11-acetoxy-8-(3-bromopropoxy)-7-methoxy-2-(4-methoxyphenyl)-5-oxo-11,11a-dihydro-1H-benzo[e]pyrrolo[1,2-a][1,4]diazepine-10(5H)-carboxylate